N10-(3-((4-(6-((4-hydroxy-1-(3-phenylbutanoyl)piperidin-4-yl)methyl)-2-methyl-7-oxo-6,7-dihydro-2H-pyrazolo[4,3-d]pyrimidin-3-yl)benzyl)amino)propyl)decanediamide OC1(CCN(CC1)C(CC(C)C1=CC=CC=C1)=O)CN1C=NC=2C(C1=O)=NN(C2C2=CC=C(CNCCCNC(CCCCCCCCC(=O)N)=O)C=C2)C